C1(CCCC1)NC1=NC(=NC=C1C#N)NC1CCN(CC1)S(=O)(=O)C1=CC=C(C=C1)CN1CCN(CC1)C 4-(cyclopentylamino)-2-((1-((4-((4-methylpiperazin-1-yl)methyl)benzeneyl)sulfonyl)piperidin-4-yl)amino)pyrimidine-5-carbonitrile